O[C@@]1(CC[C@@H]2[C@H]3CC[C@@]4([C@H](C[C@H]([C@H]4[C@@H]3CC[C@@H]2C1)C)C(CN1N=C(N=N1)C)=O)C)C 1-((3R,5R,8R,9R,10S,13S,14S,15R,17S)-3-Hydroxy-3,13,15-trimethylhexadecahydro-1H-cyclopenta[a]phenanthren-17-yl)-2-(5-methyl-2H-tetrazol-2-yl)ethan-1-one